C(C)(C)(C)OC(=O)[C@](N)(C(C)C)C(=O)O (2S)-2-(tert-butoxycarbonyl)-L-valine